CC(C(=O)OC[C@@H]([C@@H](C(=O)[O-])CC)CC=1N(C=NC1)C)(C)C.[Na+] sodium (2S,3R)-4-[(2,2-dimethylpropanoyl)-oxy]-2-ethyl-3-[(3-methylimidazol-4-yl)methyl]butanoate